C(#N)C=1C(=C2CN(C(NC2=CC1)=O)CC(=O)O)F (6-cyano-5-fluoro-2-oxo-1,4-dihydroquinazolin-3-yl)acetic acid